N1N=NN=C1C1=C(C=CC=C1)C1=CC2=C(OCC=C[C@@H]2C2=CC=CC=C2)C(=C1)NC(=O)NC1=C(C=C(C=C1)Cl)F |r| (+/-)-1-(7-(2-(1H-tetrazol-5-yl)phenyl)-5-phenyl-2,5-dihydrobenzo[b]oxepin-9-yl)-3-(4-chloro-2-fluorophenyl)urea